CC=1C=2CN(CC2N2C=CN=C2C1)C(CC1CN(C1)C1=CC(=NC=C1)C(F)(F)F)=O 1-(4-Methyl-1,3-dihydro-2,6,8a-triaza-as-indacen-2-yl)-2-[1-(2-trifluoromethyl-pyridin-4-yl)-azetidin-3-yl]-ethanone